COC(=O)C1=CN=CN1C(CCC)C1=CC=C(C=C1)C1=NC=C(C=C1)C(F)(F)F 1-(1-(4-(5-(trifluoromethyl)pyridin-2-yl)phenyl)butyl)-1H-imidazole-5-carboxylic acid methyl ester